bis({[(2-methoxyethoxy)carbonyl]oxy}methyl) ({[(2R,3S,4R,5R)-5-[2-chloro-6-(cyclopentylamino)-9H-purin-9-yl]-3,4-dihydroxyoxolan-2-yl]methyl}(methyl)carbamoyl)-methanephosphonate ClC1=NC(=C2N=CN(C2=N1)[C@H]1[C@@H]([C@@H]([C@H](O1)CN(C(=O)CP(OCOC(=O)OCCOC)(=O)OCOC(=O)OCCOC)C)O)O)NC1CCCC1